3-(4-((8-(4-(3,4-difluorophenyl)piperazin-1-yl)octyl)thio)-1-oxoisoindolin-2-yl)piperidine-2,6-dione FC=1C=C(C=CC1F)N1CCN(CC1)CCCCCCCCSC1=C2CN(C(C2=CC=C1)=O)C1C(NC(CC1)=O)=O